(3-fluoro-2-(pyrimidin-2-yl)phenyl)((1S,4R,6R)-6-((5-fluoropyridin-2-yl)oxy)-2-azabicyclo[2.2.1]heptan-2-yl)methanone FC=1C(=C(C=CC1)C(=O)N1[C@@H]2[C@@H](C[C@H](C1)C2)OC2=NC=C(C=C2)F)C2=NC=CC=N2